tert-butyl 2-(4-((tert-butoxycarbonyl)amino)-1-(4-((2,6-dioxopiperidin-3-yl)amino)-2-fluorophenyl)piperidin-4-yl)acetate C(C)(C)(C)OC(=O)NC1(CCN(CC1)C1=C(C=C(C=C1)NC1C(NC(CC1)=O)=O)F)CC(=O)OC(C)(C)C